tert-butyl (2S)-2-{2-[(2,2,2-trifluoroethyl)amino]phenyl}pyrrolidine-1-carboxylate FC(CNC1=C(C=CC=C1)[C@H]1N(CCC1)C(=O)OC(C)(C)C)(F)F